C1(=CC=CC=C1)CC(=O)OC[C@H]1O[C@@]([C@@H]([C@@H]1O)O)(C#N)C1=CC=C2C(=NC=NN21)N.C(CCCCCCC)NC2=CC=C(C=C2)NC2=CC=CC=C2 N-octyl-phenyl p-phenylenediamine ((2R,3S,4R,5R)-5-(4-aminopyrrolo[2,1-f][1,2,4]triazin-7-yl)-5-cyano-3,4-dihydroxytetrahydrofuran-2-yl)methyl 2-phenylacetate